FC1=C(C=C(C=C1)O)C=1CCN(CC1)C(=O)OC(C)(C)C 4-fluoro-3-(N-tert-butyloxycarbonyl-2,3,6-trihydropyridin-4-yl)phenol